4-amino-N'-hydroxy-1,2,5-oxadiazole NC1=CNON1O